N-[3-[5-[3-(1-aminoethyl)phenoxy]-2-(difluoromethoxy)phenyl]-1H-pyrazol-4-yl]pyrazolo[1,5-a]pyrimidine-3-carboxamide NC(C)C=1C=C(OC=2C=CC(=C(C2)C2=NNC=C2NC(=O)C=2C=NN3C2N=CC=C3)OC(F)F)C=CC1